dl-2,2-dinitropropanol [N+](=O)([O-])C(CO)(C)[N+](=O)[O-]